O=C1N(C=NC=2CC[C@@H]([C@@H](C12)CC=1C(=C(C=CC1)C1=CC(=CC(=C1)F)F)F)NS(=O)(=O)C1CC1)C(C)C N-{(5R,6S)-4-oxo-3-(propan-2-yl)-5-[(2,3',5'-trifluoro[1,1'-biphenyl]-3-yl)methyl]-3,4,5,6,7,8-hexahydroquinazolin-6-yl}cyclopropanesulfonamide